FC1=C(C(=C(C=C1)[N+](=O)[O-])C)C 1-fluoro-2,3-dimethyl-4-nitrobenzene